C(C)(=O)N1CCC(CC1)C1=NN(C2=NC=CC(=C21)C2=C(C=C1C=NN(C1=C2)C)F)CC(=O)NCC(=O)NCC(=O)O (2-(3-(1-acetylpiperidin-4-yl)-4-(5-fluoro-1-methyl-1H-indazol-6-yl)-1H-pyrazolo[3,4-b]pyridin-1-yl)acetyl)glycylglycine